C(C)(C)(C)OC(=O)C1=C(OC=2C=C3C(=NC2)N(C=C3)C(=O)OC(C)(C)C)C=C(C=C1)N1CCC3(CN(C3)C3C(=CCCC3)C3=CC=C(C=C3)Cl)CC1 tert-Butyl 5-(2-(tert-butoxycarbonyl)-5-{2-[2-(4-chlorophenyl)cyclohex-2-en-1-yl]-2,7-diazaspiro[3.5]non-7-yl}phenoxy)-1H-pyrrolo[2,3-b]pyridine-1-carboxylate